NS(=O)(=O)NC1CCN(CC1)C1=C(C=C(C=C1)F)NC(=O)C=1N=C(C=2N(C1)C=CN2)OC N-(2-{4-[(aminosulfonyl)amino]hexahydropyridin-1-yl}-5-fluorophenyl)-8-methoxyimidazo[3,2-a]pyrazine-6-carboxamide